N-(3-sulfopropyl)-N-methacryloyloxyethyl-N,N-dimethylammonium S(=O)(=O)(O)CCC[N+](C)(C)CCOC(C(=C)C)=O